C1(CCC1)C(C(=O)N1C(CCCC1)C=1NC=C(N1)C1=CC=CC=C1)C 2-cyclobutyl-1-(2-(4-phenyl-1H-imidazol-2-yl)piperidin-1-yl)propan-1-one